N-(1-(2-(2-((3R,4R)-3-amino-4-fluoropiperidin-1-yl)-5,6-difluoro-1H-benzo[d]imidazol-1-yl)acetyl)piperidin-3-yl)acetamide N[C@@H]1CN(CC[C@H]1F)C1=NC2=C(N1CC(=O)N1CC(CCC1)NC(C)=O)C=C(C(=C2)F)F